(S)-8-(2-(2-fluorobenzyl)-7-oxo-2,4,5,7-tetrahydro-6H-pyrazolo[3,4-c]pyridin-6-yl)-2,10-dimethyl-7,8-dihydrothiazolo[5',4':3,4]benzo[1,2-b][1,4]oxazepin-9(10H)-one FC1=C(CN2N=C3C(N(CCC3=C2)[C@@H]2C(N(C=3C(OC2)=CC=C2C3SC(=N2)C)C)=O)=O)C=CC=C1